C(=O)(O)C=1C=C(C=CC1)C=1C=NC=C(C1)C1=CC(=CC=C1)C(=O)O 3,5-bis(3-carboxylphenyl)pyridine